(1aR,5aR)-2-pyrazin-2-yl-1a,2,5,5a-tetrahydro-1H-2,3-diaza-cyclopropa[a]pentalene N1=C(C=NC=C1)N1N=CC=2C[C@@H]3[C@H](C12)C3